1,4-diisopropenyl-benzene C(=C)(C)C1=CC=C(C=C1)C(=C)C